NCCCC1(C(C2=CC=C(C=C2C1)C(=O)OC)O)C(=O)OC Dimethyl 2-(3-aminopropyl)-1-hydroxy-2,3-dihydro-1H-indene-2,5-dicarboxylate